C(CC=C)C=[Hf](C1C2=CC(=CC=C2C=2C=CC(=CC12)C(C)(C)C)C(C)(C)C)C1C=CC=C1 (3-buten-1-yl)methylene(cyclopentadienyl)(2,7-di-tert-butylfluoren-9-yl)hafnium